((3S,6r)-6-((S)-1-(4-fluorophenyl)-1,2,3,4-tetrahydroisoquinoline-2-carbonyl)-3-(hydroxymethyl)tetrahydro-2H-pyran-3-yl)carbamic acid tert-butyl ester C(C)(C)(C)OC(N[C@]1(CO[C@H](CC1)C(=O)N1[C@H](C2=CC=CC=C2CC1)C1=CC=C(C=C1)F)CO)=O